C(CCCCCCC(C)C)OC(=O)C1C(CCCC1)C(=O)[O-] (isodecyl)-1,2-cyclohexanedicarboxylate